CCCCCCCCCCCCCCCCCCCCCCCCCCCCCCCCCCCCCCCCCCCCCCCCCCCCCCCCCC n-Octapentacontane